ethyl (S)-3-((R)-5-methylphenylsulfinamido)-3-(4-phenylthiophen-2-yl)propanoate CC=1C=CC=C(C1)[S@@](=O)N[C@@H](CC(=O)OCC)C=1SC=C(C1)C1=CC=CC=C1